fluoro-3,4-dihydro-[3,3'-bipyridine]-1(2H)-carboxylate FC1N(C=CCC1C=1C=NC=CC1)C(=O)[O-]